FC1=NC=CC(=C1)COC1=CC2=C(C(NCCO2)=O)C=C1 8-[(2-fluoro-4-pyridyl)methoxy]-2,3-dihydro-1,4-benzoxazepin-5-one